C[C@@H]1CN(CCN1)C=1C=C2C(=NC=NC2=CC1)N 6-[(3R)-3-methylpiperazin-1-yl]quinazolin-4-amine